OC1=C(C=CC=C1)C1=CC2=C(N=N1)NC1=C2[C@H](N(CC1)C1CC2(CN(C2)C2CC3(CN(C3)C(=O)OC(C)(C)C)C2)C1)C (R)-tert-butyl 6-(3-(2-hydroxyphenyl)-5-methyl-7,8-dihydro-5H-pyrido[3',4':4,5]pyrrolo[2,3-c]pyridazin-6(9H)-yl)-2,2'-diaza[2,6'-bispiro[3.3]heptane]-2'-carboxylate